isoquinolin-1[2H]-one C1(NC=CC2=CC=CC=C12)=O